C(C)C=1C=CC=C2C=CC=[N+](C12)[O-] 8-ethylquinoline 1-oxide